O1COC2=C1C=CC(=C2)CN2C(C(C1=CC=CC=C21)(O)C2=C(C=CC=C2)S(=O)(=O)N)=O [1-(1,3-benzodioxol-5-ylmethyl)-3-hydroxy-2-oxo-indolin-3-yl]benzenesulfonamide